(1r,3r)-3-((2-fluoro-6-(trifluoromethyl)pyridin-3-yl)oxy)cyclobutane-1-amine FC1=NC(=CC=C1OC1CC(C1)N)C(F)(F)F